FC1=C(C(=O)OC(C)(C)C)C(=CC=C1)NC(C)C=1C=C(C=C2C(C=C(OC12)C1=CC2=CN(N=C2C=C1)C)=O)C tert-Butyl 2-fluoro-6-[1-[6-methyl-2-(2-methylindazol-5-yl)-4-oxo-chromen-8-yl]ethylamino]benzoate